4-[3-hydroxy-2-oxo-1-[(4-pyrrolidin-1-ylphenyl)methyl]indolin-3-yl]benzenesulfonamide OC1(C(N(C2=CC=CC=C12)CC1=CC=C(C=C1)N1CCCC1)=O)C1=CC=C(C=C1)S(=O)(=O)N